(4S)-4,11-diethyl-4-hydroxy-9-[(4-piperidinopiperidino)carbonyloxy]-1H-pyrano[3',4':6,7]indolizino[1,2-b]quinoline-3,14(4H,12H)dione hydrochloride trihydrate O.O.O.Cl.C(C)[C@]1(C(OCC=2C(N3CC=4C(=NC=5C=CC(=CC5C4CC)OC(=O)N4CCC(CC4)N4CCCCC4)C3=CC21)=O)=O)O